N-(2-hydroxypropyl)-N-methylbenzamide OC(CN(C(C1=CC=CC=C1)=O)C)C